(R)-1-(4-trifluoromethyl-phenyl)ethanol FC(C1=CC=C(C=C1)[C@@H](C)O)(F)F